NN1C(=NC(=C1C(=O)N)C1=CC=C(C=C1)C(NC1=NC=CC(=C1)C(F)(F)F)=O)[C@H]1N(CCCC1)C(C#CC)=O (S)-1-Amino-2-(1-(but-2-ynoyl)piperidin-2-yl)-4-(4-((4-(trifluoromethyl)pyridin-2-yl)carbamoyl)phenyl)-1H-imidazol-5-carboxamid